CN(CCOC1=C(C=C(C(=C1)OC)NC1=NC=CC(=N1)C1=CN(C2=CC=CC=C12)C)NC(C=C)=O)C N-(2-(2-(DIMETHYLAMINO)ETHOXY)-4-METHOXY-5-((4-(1-METHYL-1H-INDOLE-3-YL)PYRIMIDINE-2-YL)AMINO)PHENYL)ACRYLAMIDE